OC(C(=O)N1[C@H]([C@H](CC1)NS(=O)(=O)C)CC=1C(=C(C=CC1)C1=C(C=CC(=C1)F)F)F)(C)C N-((2S,3S)-1-(2-hydroxy-2-methyl-propanoyl)-2-((2,2',5'-trifluorobiphenyl-3-yl)methyl)pyrrolidin-3-yl)methanesulfonamide